[N-]=[N+]=[N-].[N-]=[N+]=[N-].C1(C(C=CC2=CC=CC=C12)=O)=O 1,2-naphthoquinone diazide